tert-Butyl (2-(4-Oxo-3-(2-(trifluoromethoxy)ethyl)-3,4-dihydroimidazo[5,1-d][1,2,3,5]tetrazine-8-carboxamido)ethyl)carbamate O=C1N2C(N=NN1CCOC(F)(F)F)=C(N=C2)C(=O)NCCNC(OC(C)(C)C)=O